(l)-3-[2-(4,5,6,7-tetrahydro-1-benzothiophen-2-oyl)-1,2,3,4-tetrahydroisoquinolin-5-yl]-3-(1,4-dimethylbenzotriazol-5-yl)propionic acid ethyl ester C(C)OC(CC(C1=C(C2=C(N(N=N2)C)C=C1)C)C1=C2CCN(CC2=CC=C1)C(=O)C=1SC2=C(C1)CCCC2)=O